(5-(4-(tert-butyl)phenyl)-1-methyl-1H-1,2,4-triazol-3-yl)(spiro[isochroman-1,4'-piperidine]) C(C)(C)(C)C1=CC=C(C=C1)C1=NC(=NN1C)N1CCC2(CC1)OCCC1=CC=CC=C12